C(C)(=O)N1CCC(CC1)N(C(OC(C)(C)C)=O)CC=1C(=NC(=CC1)C1=C(C(=CC=C1)C1=C(C(=NC=C1)C1=CC(=C(C=C1)CNC)OC)Cl)Cl)OC tert-butyl N-(1-acetyl-4-piperidyl)-N-[[6-[2-chloro-3-[3-chloro-2-[3-methoxy-4-(methylaminomethyl)phenyl]-4-pyridyl]phenyl]-2-methoxy-3-pyridyl]methyl]carbamate